C(CCC)NCC[Si](OCC)(OCC)C N-Butyl-2-aminoethylmethyldiethoxysilan